(2S,4S)-4-fluoro-1-[2-[4-(1-isoquinolyloxy)-1-piperidyl]acetyl]pyrrolidine-2-carbonitrile F[C@H]1C[C@H](N(C1)C(CN1CCC(CC1)OC1=NC=CC2=CC=CC=C12)=O)C#N